potassium hydrogen carbonate salt C(O)([O-])=O.[K+]